4-(4-(oxetan-3-yl)piperazin-1-yl)-N-(quinolin-8-yl)picolinamide O1CC(C1)N1CCN(CC1)C1=CC(=NC=C1)C(=O)NC=1C=CC=C2C=CC=NC12